IC=1C2=CC=CC=C2C=2C=C(C=CC2C1)C(=O)O 9-iodophenanthrene-3-carboxylic acid